BrC1=C(C(=O)OC)C=C(C(=C1)C=O)F Methyl 2-bromo-5-fluoro-4-formyl-benzoate